CC1(CC=C(CC1)C=1C=C2C=NNC2=CC1F)C 5-(4,4-Dimethylcyclohex-1-en-1-yl)-6-fluoro-1H-indazole